BrC=1C=C(C(=O)O)C=CC1N(C)C 3-bromo-4-(dimethylamino)benzoic acid